OC1(CCCCC1)C#CC1=CC=C(C=N1)C=O 6-[(1-hydroxycyclohexyl)ethynyl]pyridine-3-carbaldehyde